5-(5-((1R,5S,6r)-6-(1H-1,2,3-Triazol-5-yl)-3-azabicyclo[3.1.0]hexan-3-yl)-1,3,4-oxadiazol-2-yl)-N-(3-chlorobenzyl)pyrimidin-2-amine N1N=NC=C1C1[C@H]2CN(C[C@@H]12)C1=NN=C(O1)C=1C=NC(=NC1)NCC1=CC(=CC=C1)Cl